N-(1-tert-butylpiperidin-4-yl)-N-methyl-2-(1-phenyl-1H-pyrazol-4-yl)-1,3-thiazole-4-carboxamide C(C)(C)(C)N1CCC(CC1)N(C(=O)C=1N=C(SC1)C=1C=NN(C1)C1=CC=CC=C1)C